ClC1=NN2C=3C(CCN(C3C=NC2=C1)C1=CC=C(C=C1)[C@@H](C(F)(F)F)N(S(=O)C(C)(C)C)C)(C)C N-[(1S)-1-[4-(4-chloro-13,13-dimethyl-2,3,7,10-tetrazatricyclo[7.4.0.02,6]trideca-1(9),3,5,7-tetraen-10-yl)phenyl]-2,2,2-trifluoro-ethyl]-N,2-dimethyl-propane-2-sulfinamide